(3S,4S)-4-amino-1-[4-[[(1R)-1-(2,4-dichlorophenyl)ethyl]amino]-5-methoxy-pyrimidin-2-yl]piperidin-3-ol hydrochloride Cl.N[C@@H]1[C@H](CN(CC1)C1=NC=C(C(=N1)N[C@H](C)C1=C(C=C(C=C1)Cl)Cl)OC)O